BrCC(C(=O)N1C[C@@H]([C@H](C1)OC)COC=1C2=C(N=C(N1)NC=1C=NN(C1)C)NC=C2Cl)=C 2-(bromomethyl)-1-((3R,4R)-3-(((5-chloro-2-((1-methyl-1H-pyrazol-4-yl)amino)-7H-pyrrolo[2,3-d]pyrimidin-4-yl)oxy)methyl)-4-methoxypyrrolidin-1-yl)prop-2-en-1-one